C1(CC1)C1=CC=2N=CN(C(C2C=N1)=O)COCC[Si](C)(C)C 7-cyclopropyl-3-(2-trimethylsilylethoxymethyl)pyrido[4,3-d]pyrimidin-4-one